NC=1N=C2N(C=C(C=C2F)C=2C=C3C=CNC3=CC2)C1C(=O)[C@H]1[C@H](C1)F (2-amino-8-fluoro-6-(1H-indol-5-yl)imidazo[1,2-a]pyridin-3-yl)((1s,2s)-2-fluorocyclopropyl)methanone